C(C)(C)(C)C1[C@@]2(CC[C@H](CN1)N2C(=O)OCCN2C=NC(=C2)C=2C=CC=1N(C2)N=CC1)C 2-(4-{pyrazolo[1,5-a]pyridin-6-yl}imidazol-1-yl)ethanol tert-butyl-(1S,5R)-1-methyl-3,8-diazabicyclo[3.2.1]octane-8-carboxylate